N-((3S,4R)-7-(Difluoromethyl)-5-fluoro-3-hydroxychroman-4-yl)-6-(3-methyl-1H-pyrrolo[2,3-b]pyridin-4-yl)nicotinamide FC(C1=CC(=C2[C@H]([C@@H](COC2=C1)O)NC(C1=CN=C(C=C1)C1=C2C(=NC=C1)NC=C2C)=O)F)F